(1S,2S)-2-(trifluoromethyl)cyclopropane-1-carboxylic acid FC([C@@H]1[C@H](C1)C(=O)O)(F)F